N-(tert-butyldimethylsilyl)-1-methyl-1H-pyrazole-4-sulfonamide [Si](C)(C)(C(C)(C)C)NS(=O)(=O)C=1C=NN(C1)C